NP1=NP=NP=N1 Aminocyclotriphosphazene